1-(4-(2-methyl-1-phenyl-1H-benzoimidazol-5-yl)phenyl)-3-(2-(pyrrolidin-1-yl)ethyl)urea CC1=NC2=C(N1C1=CC=CC=C1)C=CC(=C2)C2=CC=C(C=C2)NC(=O)NCCN2CCCC2